C(C)C1CC2C(N(OC2(C)C)C)C(C1)CC 5,7-diethyl-1,3,3-trimethyloctahydrobenzo[c]isoxazole